2,5-dibenzyloxy-3-[(2,5-dibenzyloxy-3-carboxyphenyl)methylsulfonyl-methyl]benzoic acid C(C1=CC=CC=C1)OC1=C(C(=O)O)C=C(C=C1CS(=O)(=O)CC1=C(C(=CC(=C1)OCC1=CC=CC=C1)C(=O)O)OCC1=CC=CC=C1)OCC1=CC=CC=C1